3,3-difluoro-7-(methylsulfanyl)-1,2,3,4-tetrahydro-1,6-naphthyridine-2,4-dione FC1(C(NC2=CC(=NC=C2C1=O)SC)=O)F